OC1=C(C=C(C=C1)S(=O)(=O)[O-])C(C)CC 4-hydroxy-3-sec-butylbenzenesulfonate